(3R)-3-ethyl-5-fluoro-2-[[(1R,4R)-5-methyl-2-oxa-5-azabicyclo[2.2.1]heptan-1-yl]methyl]-3,4-dihydro-1H-isoquinoline-7-carbohydroxamic acid C(C)[C@H]1N(CC2=CC(=CC(=C2C1)F)C(=O)NO)C[C@]12OC[C@H](N(C1)C)C2